O=C1NC(CCC1N1C(N(C2=C1C=CC=C2CCCCCNC(C2=CC=C(C=C2)[N+](=O)[O-])=O)C)=O)=O N-[5-[1-(2,6-dioxopiperidin-3-yl)-3-methyl-2-oxo-1,3-benzodiazol-4-yl]pentyl]-4-nitrobenzamide